4,6-dibromoquinoline BrC1=CC=NC2=CC=C(C=C12)Br